C1=CC=CC=2C3=CC=CC=C3C(C12)COC(NCCN)=O 9H-fluoren-9-ylmethyl-(2-aminoethyl)carbamate